2-(azepan-1-yl)-N-(2,6-dimethylphenyl)Butanamide N1(CCCCCC1)C(C(=O)NC1=C(C=CC=C1C)C)CC